P1(=O)(OOC2C(C=C(C=C2)C(C)(C)C)(C(C)(C)C)CC2(C(OO1)C=CC(=C2)C(C)(C)C)C(C)(C)C)[O-].[Na+] sodium 2,2'-methylenebis(2,4-di-tert-butylphenoxy) phosphate